2-[6-(2,3-dihydropyrido[3,4-b][1,4]oxazin-1-yl)pyridazin-3-yl]-3,5-dimethyl-phenol N1(C2=C(OCC1)C=NC=C2)C2=CC=C(N=N2)C2=C(C=C(C=C2C)C)O